methyl 2-(4-acetamidobenzoyl)-6-methoxy-7-((4-methyl-1,4-diazepan-1-yl) sulfonyl)-1,2,3,4-tetrahydroisoquinoline-1-carboxylate C(C)(=O)NC1=CC=C(C(=O)N2C(C3=CC(=C(C=C3CC2)OC)S(=O)(=O)N2CCN(CCC2)C)C(=O)OC)C=C1